C(#C)C1=CC(=NC=2N=C(N=CC21)NC2=CC=C(C=C2)N2CCN(CC2)C)N2C=CC=C2 5-ethynyl-N-[4-(4-methylpiperazin-1-yl)phenyl]-7-(pyrrol-1-yl)pyrido[2,3-d]pyrimidin-2-amine